C(C)(C)(C)OC(CCOCCOCCN)=O 9-amino-4,7-dioxanonanoic acid tert-butyl ester